2-(2,6-dichlorophenyl)-5-((6-(5-(trifluoromethyl)-1H-1,2,3-triazol-1-yl)pyridin-3-yl)amino)-2H-1,2,3-triazole-4-carboxamide ClC1=C(C(=CC=C1)Cl)N1N=C(C(=N1)C(=O)N)NC=1C=NC(=CC1)N1N=NC=C1C(F)(F)F